N-methyl-N-tridecyl-4-(tridecyloxy)phenylammonium chloride [Cl-].C[NH+](CCCCCCCCCCCCC)C1=CC=C(C=C1)OCCCCCCCCCCCCC